N-(4-Bromophenyl)-2-(3,3-difluorocyclopentyl)-2-(4-(2-methyl-2H-tetrazol-5-yl)phenyl)acetamide BrC1=CC=C(C=C1)NC(C(C1=CC=C(C=C1)C=1N=NN(N1)C)C1CC(CC1)(F)F)=O